C(CCCCCCCCCCCCCCCCC)(=O)O[C@@H](COP(=O)(O)OCCNC(CN1CCN(CCN(CCN(CC1)CC(=O)[O-])CC(=O)[O-])CC(=O)[O-])=O)COC(CCCCCCCCCCCCCCCCC)=O.[Gd+3] gadolinium (III) 2,2',2''-(10-(2-((2-((((R)-2,3-bis(stearoyloxy)propoxy)(hydroxy)phosphoryl)oxy)ethyl)amino)-2-oxoethyl)-1,4,7,10-tetraazacyclododecane-1,4,7-triyl)triacetate